N-benzyl-2-(3-(2-cyclopropylpyridin-4-yl)-1,2,4-oxadiazol-5-yl)propanamide C(C1=CC=CC=C1)NC(C(C)C1=NC(=NO1)C1=CC(=NC=C1)C1CC1)=O